[Br-].BrC=1C=C(C=CC1)N1C=[N+](C2=NC=CC=C21)C2=CC=CC=C2 1-(3-bromophenyl)-3-phenyl-1H-imidazo[4,5-b]pyridin-3-ium bromide